FC1(CCN(CC1)CC=1C=CC(=NC1)C(=O)N(C)OC)F 5-((4,4-difluoropiperidin-1-yl)methyl)-N-methoxy-N-methylpicolinamide